4-(2,4-dioxo-6-(trifluoromethyl)-1,4-dihydroquinazolin-3(2H)-yl)isoquinoline-3-carbonitrile O=C1NC2=CC=C(C=C2C(N1C1=C(N=CC2=CC=CC=C12)C#N)=O)C(F)(F)F